C(#N)C1=CC(=CC2=C1SC(=C2)C=2SC(=C(N2)C)C(=O)OCC)O Ethyl 2-(7-cyano-5-hydroxybenzo[b]thiophen-2-yl)-4-methylthiazole-5-carboxylate